C1(=CC=CC=C1)[Si]1(O[Si](O[Si](O[Si](O1)(C)C)(CC)C)(C)C)C[Si](OC)(OC)OC 2-phenyl-6-ethyl-trimethoxysilyl-hexamethyl-cyclotetrasiloxane